(S)-6-Chloro-1-(3-(difluoromethoxy)phenyl)-3-isopropyl-N-(3-methyl-1,1-dioxidotetrahydrothiophen-3-yl)-2-oxo-2,3-dihydro-1H-benzo[d]imidazole-5-carboxamide ClC=1C(=CC2=C(N(C(N2C(C)C)=O)C2=CC(=CC=C2)OC(F)F)C1)C(=O)N[C@@]1(CS(CC1)(=O)=O)C